4-(3-(methylsulfonyl)piperidin-1-yl)pyridin-3-amine CS(=O)(=O)C1CN(CCC1)C1=C(C=NC=C1)N